[1,2]Dithiolan-3-yl-pentanoic acid (2-hydroxy-ethoxy)-methyl-amide OCCON(C(C(CCC)C1SSCC1)=O)C